CS(=O)(=O)C1=CC(=C(C=C1)NCC#CC=1N(C=2C=CC=C(C2C1)NC1CCC(CC1)N1CCC2(COC2)CC1)CC(F)(F)F)OC 2-{3-[(4-methanesulfonyl-2-methoxyphenyl)amino]prop-1-yn-1-yl}-N-[(1S,4S)-4-{2-oxa-7-azaspiro[3.5]nonan-7-yl}cyclohexyl]-1-(2,2,2-trifluoroethyl)-1H-indol-4-amine